((3S,5R)-5-(3-bromo-5-chlorophenyl)-4-(4-methoxybenzyl)morpholin-3-yl)methyl methanesulfonate CS(=O)(=O)OC[C@H]1N([C@@H](COC1)C1=CC(=CC(=C1)Cl)Br)CC1=CC=C(C=C1)OC